ClC1=NC(=CC=C1)C1CCN(CC1)C 2-chloro-6-(1-methylpiperidin-4-yl)pyridine